[F-].[Mn+2].[F-] manganese fluoride salt